C(#N)C=1C=C(C(=O)NC2=NC(=CC=C2)C=2C(=CC3=C(N=C4N3CCC4)C2)C(F)(F)F)C=CC1NC(\C=C\CNC1CCC(CC1)OC)=O 3-cyano-4-((E)-4-(((1r,4r)-4-methoxycyclohexyl)amino)but-2-enamido)-N-(6-(7-(trifluoromethyl)-2,3-dihydro-1H-benzo[d]pyrrolo[1,2-a]imidazol-6-yl)pyridin-2-yl)benzamide